ClC1=C(N=C(N=N1)N[C@H]1CN(C[C@H](C1)O)C(=O)OC(C)(C)C)C tert-butyl (3R,5S)-3-[(6-chloro-5-methyl-1,2,4-triazin-3-yl)amino]-5-hydroxy-piperidine-1-carboxylate